C1(=CC=CC=C1)C(=COC(C(=O)OC(CC)CCCCC)C)C (±)-octan-3-yl 2-((2-phenylprop-1-en-1-yl)oxy)propanoate